{6-[7-(3-methanesulfonyl-propoxy)-imidazo[1,2-a]pyridin-3-yl]-pyrimidin-4-yl}-[4-(1-methyl-1H-pyrazol-4-yl)-benzyl]-amine CS(=O)(=O)CCCOC1=CC=2N(C=C1)C(=CN2)C2=CC(=NC=N2)NCC2=CC=C(C=C2)C=2C=NN(C2)C